FC(C1=NC(=CC=C1)CC1=CC(=NN1)C(F)(F)F)(F)F 2-(trifluoromethyl)-6-[[3-(trifluoromethyl)-1H-pyrazol-5-yl]methyl]pyridine